(1R,2S,5S)-N-[cyano(phthalazin-1-yl)methyl]-3-[(2S)-3-cyclopropyl-2-[(2,2,2-trifluoroacetyl)amino]propanoyl]-6,6-dimethyl-3-azabicyclo[3.1.0]hexane-2-carboxamide C(#N)C(NC(=O)[C@@H]1[C@H]2C([C@H]2CN1C([C@H](CC1CC1)NC(C(F)(F)F)=O)=O)(C)C)C1=NN=CC2=CC=CC=C12